S-[5-[(ethoxycarbonyl)amino]-1,3,4-thiadiazol-2-yl] O-ethyl thiocarbonate CCOC(=O)NC1=NN=C(S1)SC(=O)OCC